C(C)(C)(C)OC(NC1CCC(CC1)OC1=CC=C(C=C1)C=O)=O Tert-butyl[(1r,4r)-4-(4-formylphenoxy)cyclohexyl]carbamate